sulfo-2,5-hexanediol S(=O)(=O)(O)CC(CCC(C)O)O